(6S)-6-tert-butyl-N-{(1R)-3-[(2R)-2-(hydroxymethyl)pyrrolidin-1-yl]-1-phenylpropyl}-5,6,7,8-tetrahydrothieno[2,3-b]quinoline-2-carboxamide C(C)(C)(C)[C@@H]1CC=2C=C3C(=NC2CC1)SC(=C3)C(=O)N[C@H](CCN3[C@H](CCC3)CO)C3=CC=CC=C3